tris(chloro-ethyl)phosphate ClCCOP(=O)(OCCCl)OCCCl